CS(=O)(=O)C=1N=CC2=C(N1)N1C(=C2)C(NCC12CCCCC2)=O 2'-(methanesulfonyl)-7',8'-dihydro-6'H-spiro[cyclohexane-1,9'-pyrazino[1',2':1,5]pyrrolo[2,3-d]pyrimidin]-6'-one